5-tert-butyl-N-[(5R)-8-[2-(cyclopropanecarbonylamino)-4-pyridyl]-2-(2,2,2-trifluoroethyl)-1,3,4,5-tetrahydro-2-benzazepin-5-yl]-1,2,4-oxadiazole-3-carboxamide C(C)(C)(C)C1=NC(=NO1)C(=O)N[C@@H]1CCN(CC2=C1C=CC(=C2)C2=CC(=NC=C2)NC(=O)C2CC2)CC(F)(F)F